ClC1=C(C=C(OCC(=O)NC23CC(C(CC2)(CC3)C=3OC(=NN3)SC)O)C=C1)F 2-(4-chloro-3-fluorophenoxy)-N-{3-hydroxy-4-[5-(methylsulfanyl)-1,3,4-oxadiazol-2-yl]bicyclo[2.2.2]oct-1-yl}acetamide